N1=CC=C(C=C1)C12CC(C1)(C2)N2C(CC(CC2)C=2C=NC(=CC2)C(F)(F)F)=O 1-(3-(Pyridin-4-yl)bicyclo[1.1.1]pentan-1-yl)-4-(6-(trifluoromethyl)pyridin-3-yl)piperidin-2-one